(9H-carbazole-9-yl)-2-((1-methyl-1H-tetrazol-5-yl)thio)propane styrenyl-phosphinate C(=CC1=CC=CC=C1)P(O)=O.C1=CC=CC=2C3=CC=CC=C3N(C12)CC(C)SC1=NN=NN1C